[6-(5-cyclopropyl-4H-1,2,4-triazol-3-yl)-2-azaspiro[3.3]heptan-2-yl]-[6-[(3,5-difluoro-2-pyridyl)methyl]-2-azaspiro[3.4]octan-2-yl]methanone C1(CC1)C=1NC(=NN1)C1CC2(CN(C2)C(=O)N2CC3(C2)CC(CC3)CC3=NC=C(C=C3F)F)C1